4-(2-fluoroethoxy)-2,3-difluorobromobenzene FCCOC1=C(C(=C(C=C1)Br)F)F